4-(4-(Difluoromethoxy)phenyl)-2-ethoxy-6-(6-methoxypyridazin-3-yl)thiazolo[4,5-b]pyridine FC(OC1=CC=C(C=C1)N1C=2C(=CC(=C1)C=1N=NC(=CC1)OC)SC(N2)OCC)F